2-[2-(1H-indol-5-yl)-benzoimidazol-1-yl]-4-methyl-pentanoic acid N1C=CC2=CC(=CC=C12)C1=NC2=C(N1C(C(=O)O)CC(C)C)C=CC=C2